OCC#CC=1C=NC(=NC1)C(=O)[O-] 5-(3-hydroxyprop-1-yn-1-yl)pyrimidine-2-carboxylate